2-[2,4-dichloro-5-(2-propyn-1-yloxy)phenyl]-5,6,7,8-tetrahydro-1,2,4-triazolo[4,3-a]pyridin-3(2H)-one ClC1=C(C=C(C(=C1)Cl)OCC#C)N1N=C2N(CCCC2)C1=O